(S)-1-cyano-N-(4-phenylthiazol-2-yl)pyrrolidine-3-carboxamide C(#N)N1C[C@H](CC1)C(=O)NC=1SC=C(N1)C1=CC=CC=C1